(8-cyanoquinolin-5-yl)-N-[(3S)-1-methylpyrrolidin-3-yl]-5-(trifluoromethyl)-3-azabicyclo[3.1.0]hexane-1-carboxamide C(#N)C=1C=CC(=C2C=CC=NC12)C1C2(CC2(CN1)C(F)(F)F)C(=O)N[C@@H]1CN(CC1)C